6-{[2-(2-fluoroethyl)morpholin-4-yl]methyl}-2-(3-{3-[(4-methyl-1,2,4-triazol-3-yl)methyl]oxetan-3-yl}phenyl)-4-(trifluoromethyl)-3H-isoindol-1-one FCCC1CN(CCO1)CC1=CC(=C2CN(C(C2=C1)=O)C1=CC(=CC=C1)C1(COC1)CC1=NN=CN1C)C(F)(F)F